C(C=C)OCC(C(=O)OCCCCC)=C n-amyl α-allyloxymethylacrylate